4-(2-((S)-2-(2-isopropylphenyl)pyrrolidin-1-yl)-7-azaspiro[3.5]nonan-7-yl)-2-((R)-3-methyl-2,3-dihydropyrrolo[3',2':5,6]pyrido[2,3-b][1,4]oxazin-1(6H)-yl)benzoic acid C(C)(C)C1=C(C=CC=C1)[C@H]1N(CCC1)C1CC2(C1)CCN(CC2)C2=CC(=C(C(=O)O)C=C2)N2C1=C(O[C@@H](C2)C)N=C2C(=C1)C=CN2